stearylbetaine CCCCCCCCCCCCCCCCCC[N+](C)(C)CC(=O)[O-]